N-methyl-pyrrolidine 5-((ethoxycarbonyl)amino)nicotinate C(C)OC(=O)NC=1C=NC=C(C(=O)O)C1.CN1CCCC1